2-[6-amino-5-[8-[2-[3-(8-oxa-1-azaspiro[3.5]nonan-1-yl)prop-1-ynyl]-4-pyridyl]-3,8-diazabicyclo[3.2.1]octan-3-yl]pyridazin-3-yl]phenol NC1=C(C=C(N=N1)C1=C(C=CC=C1)O)N1CC2CCC(C1)N2C2=CC(=NC=C2)C#CCN2CCC21CCCOC1